Tert-butyl 3-methylbutyrate CC(CC(=O)OC(C)(C)C)C